(R)-3-((S)-1-((S)-4-benzyl-2-oxooxazolidin-3-yl)-1-oxo-3-(3-oxo-2,3-dihydrobenzofuran-5-yl)propan-2-yl)pyrrolidine-1-carboxylic acid tert-butyl ester C(C)(C)(C)OC(=O)N1C[C@H](CC1)[C@@H](C(=O)N1C(OC[C@@H]1CC1=CC=CC=C1)=O)CC=1C=CC2=C(C(CO2)=O)C1